(4-amino-phenyl)-(3H-benzo[e]indol-2-yl)-methanone NC1=CC=C(C=C1)C(=O)C=1NC=2C=CC3=C(C2C1)C=CC=C3